FC(C(=O)O)(C1=C(C=C(C=C1)F)C)F 2,2-difluoro-2-(4-fluoro-2-methylphenyl)acetic acid